N-(6-chloropyridin-3-yl)-6-((3-fluoroazetidin-3-yl)methoxy)isoquinolin-1-amine ClC1=CC=C(C=N1)NC1=NC=CC2=CC(=CC=C12)OCC1(CNC1)F